C(C1=CC=CC=C1)OC=1C=C(C#N)C=C(C1C(=O)N1CC2=CC(=CC(=C2C1)N[C@@H]1COCC1)OC)O (S)-3-(Benzyloxy)-5-hydroxy-4-(6-methoxy-4-((tetrahydrofuran-3-yl)amino)isoindoline-2-carbonyl)benzonitrile